2-(piperidin-1-yl)quinazolin-4-amine N1(CCCCC1)C1=NC2=CC=CC=C2C(=N1)N